(3-((2-methoxyethyl)amino)-4-nitrophenyl)cyclopropane-1-carboxylic acid methyl ester COC(=O)C1(CC1)C1=CC(=C(C=C1)[N+](=O)[O-])NCCOC